(5-Chloro-2-fluorophenyl)-6-(3,5-dimethyl-1H-pyrazol-1-yl)pyrimidine-2,4-diamine ClC=1C=CC(=C(C1)C=1C(=NC(=NC1N1N=C(C=C1C)C)N)N)F